COC=1C=C(C=CC1)C1=C(OC(=C1)[N+](=O)[O-])C(=O)N (3-methoxyphenyl)-5-nitrofuran-2-carboxamide